2-(3,4-dimethoxyphenyl)quinoline-4-carboxylic acid COC=1C=C(C=CC1OC)C1=NC2=CC=CC=C2C(=C1)C(=O)O